(3-(6-bromo-3,5-difluoropyridin-2-yl)-7-methoxyimidazo[1,2-b]pyridazin-6-yl)-1,1,1-trifluoropropan-2-ol BrC1=C(C=C(C(=N1)C1=CN=C2N1N=C(C(=C2)OC)C(C(F)(F)F)(C)O)F)F